OC1=CC(NC(=C1)C)=O 4-hydroxy-6-methylpyridin-2(1H)-one